C(C)(C)CC(C(=O)C1=CC=CC=C1)(C)O isopropyl-2-hydroxy-2-methyl-propiophenone